(3-fluoro-5-(1-(pyridin-3-yl)-1H-pyrazol-4-yl)phenyl)methylamine hydrochloride Cl.FC=1C=C(C=C(C1)C=1C=NN(C1)C=1C=NC=CC1)CN